ClC1=C(C=C(C=C1)OC)[C@@H]1N(CCCCC1)C1=NC(=NC(=C1)C)N (R)-4-(2-(2-chloro-5-methoxyphenyl)azepan-1-yl)-6-methylpyrimidin-2-amine